6-methyl-3,4-di-m-tolyl-5,6-dihydropyridin-2(1H)-one CC1CC(=C(C(N1)=O)C=1C=C(C=CC1)C)C=1C=C(C=CC1)C